S(=O)(=O)([O-])[O-].OC(C[NH2+]C)C.OC(C[NH2+]C)C 2-hydroxypropyl-methyl-ammonium sulfate